NCC1=CC(=CC=2N(C(NC21)=O)CC2=CC=CC=C2)C=2C(=NOC2C)C 4-(aminomethyl)-1-benzyl-6-(3,5-dimethylisoxazol-4-yl)-1H-benzo[d]imidazol-2(3H)-one